4-(methylsulfonyl)-1,4,5,6-tetrahydro-7H-pyrazolo[4,3-b]pyridin-7-one CS(=O)(=O)N1C2=C(C(CC1)=O)NN=C2